N-(5-methoxy-1H-pyrazol-3-yl)-5-(pyridin-3-ylmethyl)-5H-pyrrolo[2,3-b]pyrazin-3-amine COC1=CC(=NN1)NC1=CN=C2C(=N1)N(C=C2)CC=2C=NC=CC2